FC1=CC2=C(N=C(O2)N2CC3=CC=C(C(=C3C[C@H]2C(=O)OC)OCC2=CC=C(C=C2)OC)OC)C=C1 methyl (S)-2-(6-fluorobenzo[d]oxazol-2-yl)-6-methoxy-5-((4-methoxybenzyl)oxy)-1,2,3,4-tetrahydroisoquinoline-3-carboxylate